C1(CC1)N1[C@H]([C@@H](N(CC1)C1=NC=NC(=C1)C1=CN=C2N1N=C(C=C2)C(F)F)C)CNS(=O)(=O)C N-(((2S,3S)-1-cyclopropyl-4-(6-(6-(difluoromethyl)imidazo[1,2-b]pyridazin-3-yl)pyrimidin-4-yl)-3-methylpiperazin-2-yl)methyl)methanesulfonamide